FC=1C(=C2C(=NC1NC1=NC(=CC(=C1)NC)C)CCO2)C2=CC[C@@H](CC2)N(C)C |r| N2-[6-fluoro-7-[rac-(4R)-4-(dimethylamino)cyclohexen-1-yl]-2,3-dihydrofuro[3,2-b]pyridin-5-yl]-N4,6-dimethyl-pyridine-2,4-diamine